2-tert-butyl-4-{[3-(4-chlorophenoxy)propyl]amino}-5-phenylisothiazol-3(2H)-one 1,1-dioxide C(C)(C)(C)N1S(C(=C(C1=O)NCCCOC1=CC=C(C=C1)Cl)C1=CC=CC=C1)(=O)=O